OC1=C(C=C(C=C1C(C)(C)C)CCC(=O)OCCCCCCCCCCCCCCCCCC)C(C)(C)C octadecyl 3-(4'-hydroxy-3,5'-di-t-butylphenyl)propionate